(2R,3S)-2-(4-(cyclopentylamino)phenyl)-1-(mesitylsulfonyl)-N-(4-methyl-3-(trifluoromethyl)phenyl)piperidine-3-carboxamide C1(CCCC1)NC1=CC=C(C=C1)[C@@H]1N(CCC[C@@H]1C(=O)NC1=CC(=C(C=C1)C)C(F)(F)F)S(=O)(=O)C1=C(C=C(C=C1C)C)C